[Si](C1=CC=CC=C1)(C1=CC=CC=C1)(C(C)(C)C)OC[C@H]1OC([C@H]2[C@@H]1OC(O2)(C)C)O (3aR,6R,6aR)-6-(((tert-butyldiphenylsilyl)oxy)methyl)-2,2-dimethyltetrahydrofuro[3,4-d][1,3]dioxol-4-ol